C(C)C1C(CC1O)O 2-ethyl-1,3-cyclobutanediol